ClC=1C=C(C=C2C(=CC=NC12)NCC(C)(C)C)N[C@@H](C=1C(=NC(=CC1)F)C)C=1N=NN(C1F)C1CC1 (S)-8-chloro-6-(((1-cyclopropyl-5-fluoro-1H-1,2,3-triazol-4-yl)(6-fluoro-2-methylpyridin-3-yl)methyl)amino)-4-(neopentylamino)quinoline